S1C(=NC2=C1C=CC=C2)NC2=C(C1=C(N=N2)N(CCC1)C=1SC(=C(N1)C(=O)O)CCCOC1=CC=C(C=C1)C#CCNC)C 2-[3-(1,3-benzothiazol-2-ylamino)-4-methyl-6,7-dihydro-5H-pyrido[2,3-c]pyridazin-8-yl]-5-[3-[4-[3-(methylamino)prop-1-ynyl]phenoxy]propyl]thiazole-4-carboxylic acid